3-(6-fluoro-4-((2-(2-(2-(2-(4-nitrophenoxy)ethoxy)ethoxy)ethoxy)ethyl)amino)-1-oxoisoindolin-2-yl)piperidine-2,6-dione FC1=CC(=C2CN(C(C2=C1)=O)C1C(NC(CC1)=O)=O)NCCOCCOCCOCCOC1=CC=C(C=C1)[N+](=O)[O-]